4-((1-acetyl-1H-indol-3-yl)methylene)-2-(4-bromophenyl)oxazol-5(4H)-one C(C)(=O)N1C=C(C2=CC=CC=C12)C=C1N=C(OC1=O)C1=CC=C(C=C1)Br